N1(CCOCC1)C=1C=NSN1 4-morpholinyl-1,2,5-thiadiazole